C1(=CC=C(C=C1)C1=NC(=NC(=N1)C1=CC=CC=C1)C1=CC=C(C=C1)C1=CC=2C3(C4=CC=CC=C4C2C=C1)CCCC3)C3=CC=CC=C3 2-([1,1'-biphenyl]-4-yl)-4-phenyl-6-(4-(spiro[cyclopentane-1,9'-fluoren]-2'-yl)phenyl)-1,3,5-triazine